F[Si](O[Si](O[Si](F)(F)F)(F)F)(C(C(F)(F)F)(F)F)C(C(C(C(C(C(C(C(F)(F)F)(F)F)(F)F)(F)F)(F)F)(F)F)(F)F)(F)F Perfluorooctyl-ethyl-trisiloxane